[Br-].C[N+](CCC)(CCCNC1=CC=C(C=2C(C3=CC=CC=C3C(C12)=O)=O)NC)C dimethyl-[3-[[4-(methylamino)-9,10-dioxo-anthracen-1-yl]amino]propyl]-propylazanium bromide